C1(CC1)C1=NC=NC(=C1C1=NN(C=2C1=NC=CC2)CC2=CC=C(C=C2)C=2N(C=C(N2)C(F)(F)F)C)OC 3-(4-cyclopropyl-6-methoxypyrimidin-5-yl)-1-(4-(1-methyl-4-(trifluoromethyl)-1H-imidazol-2-yl)benzyl)-1H-pyrazolo[4,3-b]pyridine